[Bi].N1C(=NC=C1)C1=CC=C(C=C1)C1=CC(=CC(=C1)C1=CC=C(C=C1)C=1NC=CN1)C1=CC=C(C=C1)C=1NC=CN1 1,3,5-tri(p-imidazolylphenyl)benzene bismuth